FC1=C(C(=O)N[C@@H](C(=O)N2CCC3(C(CN(C3=O)C)C3=CC=C(C=C3)OC)CC2)C(C)C)C=C(C=C1)C(F)(F)F 2-fluoro-N-((2R)-1-(4-(4-methoxyphenyl)-2-methyl-1-oxo-2,8-diazaspiro[4.5]decan-8-yl)-3-methyl-1-oxobutan-2-yl)-5-(trifluoromethyl)benzamide